C1(=CC=CC=C1)C=1C(NC(C1C1=CC=CC=C1)=O)=O 3,4-diphenyl-1H-pyrrole-2,5-dione